CC1=CC=C(C=C1)S(=O)(=O)O[C@H]1CN(CC1)C(C)=O (R)-1-acetylpyrrolidin-3-yl 4-methylbenzenesulfonate